Iridium(III) chloride tetrahydrate O.O.O.O.[Ir](Cl)(Cl)Cl